[Cl-].C(CCCCCCCCCCCCC)[N+](CCC[Si](OC)(OC)OC)(CCC)CCC Tetradecyldi-n-propyl(3-Trimethoxysilylpropyl)ammonium chloride